C1=NC=CC2=CC(=CC=C12)CNC(=O)C=1C=NNC1 N-((ISOCHINOLIN-6-YL)METHYL)-1H-PYRAZOL-4-CARBOXAMID